NC=1C(=CC(=C(OCCNC2CCC(CC2)N2C3=NC(=NC=C3N(C2=O)C)Cl)C1)C)C 9-((1r,4r)-4-((2-(5-amino-2,4-dimethylphenoxy)ethyl)amino)cyclohexyl)-2-chloro-7-Methyl-7,9-dihydro-8H-purin-8-one